N1=C(C=CC=C1)C1=CC=C(C=C1)NC(OC1CN(C1)C1=CC(=C(C(=C1)F)C1C(NC(CC1)=O)=O)F)=O 1-(4-(2,6-dioxopiperidin-3-yl)-3,5-difluorophenyl)azetidin-3-yl (4-(pyridin-2-yl)phenyl)carbamate